N1=CC(=CC2=CC=CC=C12)C1=NC(=NC(=C1)C(F)(F)F)N1CCN(CC1)C(=O)OC(C)(C)C tert-butyl 4-(4-(quinolin-3-yl)-6-(trifluoromethyl)pyrimidin-2-yl)piperazine-1-carboxylate